[N-](S(=O)(=O)C(F)(F)F)S(=O)(=O)C(F)(F)F.C(C)N1C(=NC=C1)C 1-ethyl-2-methylimidazole bistrifluoromethanesulfonimide salt